4-[4-(propan-2-yl)phenyl]azepane CC(C)C1=CC=C(C=C1)C1CCNCCC1